ClC1=C(N=C(C(=N1)N)SC1=C(C(=CC=C1)C=1OC=CN1)Cl)C1COC1 6-chloro-3-((2-chloro-3-(oxazol-2-yl)phenyl)sulfanyl)-5-(oxetan-3-yl)pyrazine-2-Amine